10-(3,5,6-tris(3,6-dimethyl-9H-carbazol-9-yl)-4-(9-phenyl-9H-carbazol-1-yl)pyridin-2-yl)-10H-phenothiazine CC=1C=CC=2N(C3=CC=C(C=C3C2C1)C)C=1C(=NC(=C(C1C1=CC=CC=2C3=CC=CC=C3N(C12)C1=CC=CC=C1)N1C2=CC=C(C=C2C=2C=C(C=CC12)C)C)N1C2=CC=C(C=C2C=2C=C(C=CC12)C)C)N1C2=CC=CC=C2SC=2C=CC=CC12